tert-butyl (S)-(3-(5-(2,5-difluorophenyl)-3-((15-hydroxy-3,6,9,12-tetraoxapentadecyl)(methyl) carbamoyl)-2-phenyl-2,3-dihydro-1,3,4-thiadiazol-2-yl)propyl)carbamate FC1=C(C=C(C=C1)F)C1=NN([C@@](S1)(C1=CC=CC=C1)CCCNC(OC(C)(C)C)=O)C(N(C)CCOCCOCCOCCOCCCO)=O